O=C(CN(CC(=O)NCCCCCC(=O)OCC1=CC=CC=C1)CC(=O)NCCO[C@@H]1[C@@H](O)[C@@H](O)[C@H](O)[C@H](O1)CO)NCCO[C@@H]1[C@@H](O)[C@@H](O)[C@H](O)[C@H](O1)CO benzyl 6-(2-{bis[2-oxo-2-({2-[(α-D-mannopyranosyl)oxy]ethyl} amino)ethyl]amino}acetamido)hexanoate